(3-chloro-4-cyanophenyl)-D-threonine ClC=1C=C(C=CC1C#N)N[C@H]([C@@H](O)C)C(=O)O